6-(5-{[3-(3,3-difluoroazetidine-1-carbonyl)cyclohexyl]carbamoyl}-6-methoxypyridin-3-yl)-N-methyl-1H-indazole-3-carboxamide FC1(CN(C1)C(=O)C1CC(CCC1)NC(=O)C=1C=C(C=NC1OC)C1=CC=C2C(=NNC2=C1)C(=O)NC)F